BrC1=CN=CC=2NCCN(C21)C 8-bromo-1-methyl-1,2,3,4-tetrahydropyrido[3,4-b]pyrazine